N,N'-di-[2-(cyclohexanesulfonyloxy)phenyl]urea C1(CCCCC1)S(=O)(=O)OC1=C(C=CC=C1)NC(=O)NC1=C(C=CC=C1)OS(=O)(=O)C1CCCCC1